ClC1=NC=NC(=C1C)NC1=NNC(=C1)C 4-chloro-5-methyl-6-((5-methyl-1H-pyrazol-3-yl)amino)pyrimidin